C(C)(=O)N[C@@H](C=O)[C@H](O)[C@H](O)CCO 2-acetamido-2,5-dideoxy-L-talose